N1(CCCC1)C=1C=C(CN2CC3(CC2)CCN(CC3)C(=O)OC(C(F)(F)F)C(F)(F)F)C=CC1 1,1,1,3,3,3-hexafluoropropan-2-yl 2-(3-(pyrrolidin-1-yl) benzyl)-2,8-diazaspiro[4.5]decane-8-carboxylate